C(C)(C)(C)NC(=O)NC=1C=CC2=C(O[C@@H](C(N2[C@@H](C)C2=NC=CC(=N2)C(F)(F)F)=O)C)C1 1-(tert-butyl)-3-((R)-2-methyl-3-oxo-4-((S)-1-(4-(trifluoromethyl)pyrimidin-2-yl)ethyl)-3,4-dihydro-2H-benzo[b][1,4]oxazin-7-yl)urea